galactosyl-galactosyl-xylosyl-serine C1([C@H](O)[C@@H](O)[C@@H](O)[C@H](O1)CO)[C@](N(C1[C@H](O)[C@@H](O)[C@H](O)CO1)C1[C@H](O)[C@@H](O)[C@@H](O)[C@H](O1)CO)(CO)C(=O)O